C1=CC=CC=2C3=CC=CC=C3N(C12)C1=CC=NC2=C3N=CC=C(C3=CC=C12)N1C2=CC=CC=C2C=2C=CC=CC12 4,7-Di(9H-carbazol-9-yl)-1,10-phenanthroline